5-amino-4-((4-((2-amino-4-carbamoyl-6-methoxyphenyl)amino)butyl)amino)-2,2-dimethyl-2,3-dihydrobenzofuran-7-carboxamide NC=1C=C(C2=C(CC(O2)(C)C)C1NCCCCNC1=C(C=C(C=C1OC)C(N)=O)N)C(=O)N